OCCN1C[C@@H](CCC1)NC=1N=NC(=CN1)C1=C(C=C(C=C1C)C)O (R)-2-(3-((1-(2-Hydroxyethyl)piperidin-3-yl)amino)-1,2,4-triazin-6-yl)-3,5-Dimethylphenol